ethyl 3-(pentylamino)-1H-pyrrole-2-carboxylate C(CCCC)NC1=C(NC=C1)C(=O)OCC